3-(4-Cyclopropylphenyl)-N-methylcyclobutan-1-amine trifluoroacetate salt FC(C(=O)O)(F)F.C1(CC1)C1=CC=C(C=C1)C1CC(C1)NC